OC1=C(C(=O)NC(CCCCCCC(O)=O)CC)C=CC=C1 8-(2-hydroxybenzoamido)capric acid